N-((S)-2-amino-1-methyl-ethyl)-N-(2,2-difluoroethyl)-3-fluoro-2-pyrimidin-2-yl-benzamide NC[C@H](C)N(C(C1=C(C(=CC=C1)F)C1=NC=CC=N1)=O)CC(F)F